C(C)(C)(C)C1=CC=CC2=CC=CC=C12 4-(tertiary butyl)naphthalene